FC1=C(NN=C1)C(=O)OCC ethyl 4-fluoro-2H-pyrazole-3-carboxylate